N=1C=NN2C1C=CC(=C2)C2=CNC=1N=C(N=CC12)NCC(C)(C)C 5-([1,2,4]triazolo[1,5-a]pyridin-6-yl)-N-neopentyl-7H-pyrrolo[2,3-d]pyrimidin-2-amine